N-[3-chloro-4-(pyrrolidin-3-ylcarbamoyl)phenyl]-5-(2,3-difluoro-4-methoxy-phenyl)-1-methyl-imidazole-2-carboxamide ClC=1C=C(C=CC1C(NC1CNCC1)=O)NC(=O)C=1N(C(=CN1)C1=C(C(=C(C=C1)OC)F)F)C